NC1=C(C=C(C=N1)C1=CC=C(C=C1)NS(=O)(=O)CCN1CCC(CC1)O)OC(C)C1=C(C(=CC=C1Cl)F)Cl 2-(4-hydroxy-piperidin-1-yl)-ethanesulfonic acid (4-{6-amino-5-[1-(2,6-dichloro-3-fluoro-phenyl)-ethoxy]-pyridin-3-yl}-phenyl)-amide